C(C)OC(NC=1C(=NC=CC1OC1=C(C=C(C=C1)NC(=O)C=1C=NN(C1C(F)(F)F)C1=CC=CC=C1)F)N)=O Ethyl(2-amino-4-(2-fluoro-4-(1-phenyl-5-(trifluoromethyl)-1H-pyrazole-4-carboxamido)phenoxy) pyridin-3-yl)carbamate